(3R,6S)-naphthalen-1-ylmethyl 6-(4-hydroxybenzyl)-3-isobutyl-8-isopropyl-4,7-dioxohexahydropyrazino[2,1-c][1,2,4]oxadiazine-1(6H)-carboxylate OC1=CC=C(C[C@H]2C(N(CC3N(O[C@@H](C(N32)=O)CC(C)C)C(=O)OCC3=CC=CC2=CC=CC=C32)C(C)C)=O)C=C1